tert-butyl (3aR,6aR)-2-[5-(trifluoromethoxy)-2-pyridyl]-1,3,3a,4,6,6a-hexahydropyrrolo[3,4-c]pyrrole-5-carboxylate FC(OC=1C=CC(=NC1)N1C[C@@H]2CN(C[C@H]2C1)C(=O)OC(C)(C)C)(F)F